NC1=C2C=NN(C2=CC=C1C)C(=O)OC(C)(C)C tert-butyl 4-amino-5-methyl-indazole-1-carboxylate